3-((S)-4-amino-6-((R)-1-oxa-6-azaspiro[3.4]octan-6-yl)pyrido[3,4-d]pyrimidin-8-yl)-2,4-dimethylphenol NC=1C2=C(N=CN1)C(=NC(=C2)N2C[C@]1(CCO1)CC2)C=2C(=C(C=CC2C)O)C